COC(C1=C(C(=CC=C1CN1C(C2=CC=CC=C2C1=O)=O)OC)F)=O 6-((1,3-dioxoisoindolin-2-yl)methyl)-2-fluoro-3-methoxybenzoic acid methyl ester